OC(CN1C=NC=C1)(P(O)(O)=O)P(O)(O)=O (1-hydroxy-2-(1H-imidazol-1-yl)ethane-1,1-diyl)diphosphonic acid